O[C@@H](COC1=CC=C(C(=O)O)C=C1)CN1N=NN=C1C (R)-4-(2-hydroxy-3-(5-methyl-1H-tetrazol-1-yl)propoxy)benzoic acid